2-(2-aminoethoxy)ethane-1-thiolate NCCOCC[S-]